O=C1NC(CCC1N1C(N(C2=C1C=CC(=C2)N2CCC(CC2)CN2CCC1(CCN(CC1)C(=O)OC(C)(C)C)CC2)C(C)C)=O)=O tert-butyl 9-((1-(1-(2,6-dioxopiperidin-3-yl)-3-isopropyl-2-oxo-2,3-dihydro-1H-benzo[d]imidazol-5-yl)piperidin-4-yl)methyl)-3,9-diazaspiro[5.5]undecane-3-carboxylate